OCCN(C([S-])=S)CCO N,N-bis-hydroxyethyl-dithiocarbamate